(trans-4-(4-chlorophenyl)-2,4-dimethyl-4,5-dihydrooxazol-5-yl)(p-tolyl)methanone ClC1=CC=C(C=C1)[C@@]1(N=C(O[C@H]1C(=O)C1=CC=C(C=C1)C)C)C